ClC1=CC(=C(OCC[C@@H](NC([C@@H](COC)NC(=O)C2=NC=CN=C2)=O)B(O)O)C=C1)F ((S)-3-(4-chloro-2-fluorophenoxy)-1-((R)-3-methoxy-2-(pyrazine-2-carboxamido)propanamido)propyl)boronic acid